CC1=C(C=2C(=C3C(=NC2N1CCCN1CCOCC1)CCCCC3)N)C 2,3-dimethyl-1-(3-morpholinopropyl)-1,5,6,7,8,9-hexahydrocyclohepta[b]pyrrolo[3,2-e]pyridin-4-amine